N1C[C@H](CC1)C(C)NC(OC(C)(C)C)=O tert-butyl (1-((S)-pyrrolidin-3-yl)ethyl)carbamate